4-(6-methylquinolin-2-yl)benzamide CC=1C=C2C=CC(=NC2=CC1)C1=CC=C(C(=O)N)C=C1